CC1=CC=C(C=C1)S(=O)(=O)OCCC(C1=CC=2N(C=C1)C=NN2)(F)F [3,3-difluoro-3-([1,2,4]triazolo[4,3-a]pyridin-7-yl)propyl] 4-methylbenzenesulfonate